CO[Si](CCCC(CCCC)[Si](OC)(OC)OC)(OC)OC 1,4-bis(trimethoxysilyl)octane